CC=1C(=NC=C(C1)NC(C(=O)N)=O)NC(OC(C)(C)C)=O tert-Butyl N-[3-methyl-5-(oxamoylamino)-2-pyridyl]carbamate